1-(tert-Butyl)4-methyl-4-(3-((tert-butyldimethylsilyl)oxy)-2-oxopropyl)piperidine C(C)(C)(C)N1CCC(CC1)(CC(CO[Si](C)(C)C(C)(C)C)=O)C